COC(=O)C1(CC1)C1=C(C(=CC=C1)[N+](=O)[O-])O 1-(2-hydroxy-3-nitrophenyl)cyclopropane-1-carboxylic acid methyl ester